2-(5-Bromo-2,3-dihydro-indol-1-yl)-pentanoic Acid (5-bromo-pyridin-2-yl)-amide BrC=1C=CC(=NC1)NC(C(CCC)N1CCC2=CC(=CC=C12)Br)=O